isopropyl 4-(5-(4-(methyl sulfonyl)phenyl)thiazolo[5,4-b]pyridin-2-yl)-5,6-dihydropyridin-1(2H)-carboxylat CS(=O)(=O)C1=CC=C(C=C1)C1=CC=C2C(=N1)SC(=N2)C2=CCN(CC2)C(=O)OC(C)C